NC1CN(C1)C1=CC(=C(C(=C1)F)C1C(NC(CC1)=O)=O)F 3-(4-(3-amino-azetidin-1-yl)-2,6-difluorophenyl)piperidine-2,6-dione